ClC1=C(C(=O)N([C@@H](CC(C)C)C(=O)O)NC(CCOC)=O)C=C(C=C1)Cl (S)-N-(2,5-dichlorobenzoyl)-3-methoxypropionamido-D-leucine